2,2-bis[4-(3,4-dicarboxyphenyloxy)phenyl]propane C(=O)(O)C=1C=C(C=CC1C(=O)O)OC1=CC=C(C=C1)C(C)(C)C1=CC=C(C=C1)OC1=CC(=C(C=C1)C(=O)O)C(=O)O